(1R,3r)-3-((R)-3-(1-(8-((R)-1-(2,4-dichlorophenyl)ethoxy)-[1,2,4]triazolo[4,3-a]pyridin-6-yl)azetidin-3-yl)piperidin-1-yl)-1-methylcyclobutane-1-carboxylic acid ClC1=C(C=CC(=C1)Cl)[C@@H](C)OC=1C=2N(C=C(C1)N1CC(C1)[C@@H]1CN(CCC1)C1CC(C1)(C(=O)O)C)C=NN2